tributyl-phenylethynyl-stannane C(CCC)[Sn](C#CC1=CC=CC=C1)(CCCC)CCCC